4-(4-fluorophenyl)-7-hydroxy-3-(1-hydroxy-2-methylpropan-2-yl)isoquinolin-1(2H)-one FC1=CC=C(C=C1)C1=C(NC(C2=CC(=CC=C12)O)=O)C(CO)(C)C